N-cyclopropyl-2-fluoro-4-methyl-5-(4-(5-((1-methylpiperidin-4-yl)oxy)pyridin-3-yl)-1H-pyrazol-1-yl)benzamide C1(CC1)NC(C1=C(C=C(C(=C1)N1N=CC(=C1)C=1C=NC=C(C1)OC1CCN(CC1)C)C)F)=O